4-(3,11-di-tert-butyl-5,9-dioxo-5,9-dihydroquino[3,2,1-de]acridine-7-yl)-3-(3,6-di-tert-butyl-9H-carbazole-9-yl)benzonitrile C(C)(C)(C)C1=CC=2C(C=3C=C(C=C4C(C=5C=C(C=CC5N(C34)C2C=C1)C(C)(C)C)=O)C1=C(C=C(C#N)C=C1)N1C2=CC=C(C=C2C=2C=C(C=CC12)C(C)(C)C)C(C)(C)C)=O